ICC1=CC=C(C=C1)N1C(OC2(C1)CCNCC2)=O 3-[4-(iodomethyl)phenyl]-1-oxa-3,8-diazaspiro[4.5]Decan-2-one